Cl.NC1=CC=C2C(=N1)CC[C@@H]2NC([C@H](C)NC(=O)[C@@H]2NC[C@H](C2)C2=CC=CC=C2)=O (2R,4R)-N-((S)-1-(((S)-2-amino-6,7-dihydro-5H-cyclopenta[b]pyridin-5-yl)amino)-1-oxopropan-2-yl)-4-phenylpyrrolidine-2-carboxamide hydrochloride